COC=1C=C2C=CN(C2=C(C1)C)C(=O)[O-] 5-methoxy-7-methylindole-1-carboxylate